3,5-diethyl-4-hydroxy-benzoic acid C(C)C=1C=C(C(=O)O)C=C(C1O)CC